C1(=CCCC=CCC1)[Pt](C1=CC=CC=C1)C1=CC=CC=C1 (1,5-cyclooctadienyl)diphenyl-platinum